3-(3-Chloro-5-((3-fluorobenzyl)oxy)phenyl)-5-(2,4-dimethoxypyrimidin-5-yl)-2H-[1,3'-bipyridin]-2-one ClC=1C=C(C=C(C1)OCC1=CC(=CC=C1)F)C=1C(N(C=C(C1)C=1C(=NC(=NC1)OC)OC)C=1C=NC=CC1)=O